C1(CC1)C=1N=CN(C1)C=1C(=CC(=C(C(=O)NC2=CC=CC=3C=4N(C[C@@H](OC32)C)C=NN4)C1)F)C (S)-5-(4-cyclopropyl-1H-imidazol-1-yl)-2-fluoro-4-methyl-N-(6-methyl-5,6-dihydrobenzo[f][1,2,4]triazolo[4,3-d][1,4]oxazepin-8-yl)benzamide